C(C#CC)(=O)N[C@H]1C[C@@H](CCC1)C1=C2C(=C(NC2=C(C(=C1F)F)C(=O)N)C)F 4-((1R,3R)-3-(but-2-ynamido)cyclohexyl)-3,5,6-trifluoro-2-methyl-1H-indole-7-carboxamide